phenanthren-7-yl acetate C(C)(=O)OC1=CC=C2C=3C=CC=CC3C=CC2=C1